ClC1=CC2=C(N(C(C(N2C)=O)=O)C2CCN(CC2)C2=CC=C(C#N)C=C2)N=C1 4-(4-(7-chloro-1-methyl-2,3-dioxo-2,3-dihydropyrido[2,3-b]pyrazin-4(1H)-yl)piperidin-1-yl)benzonitrile